(S,Z)-4-(Fluoromethylene)-3-methylpiperidine-1,3-dicarboxylic acid-1-tert-butyl ester C(C)(C)(C)OC(=O)N1C[C@](\C(\CC1)=C/F)(C(=O)O)C